C(C)(C)(C)OC(=O)N1CC=2NN=CC2C1 4,6-dihydropyrrolo[3,4-c]Pyrazole-5(1H)-carboxylic acid tert-butyl ester